triisooctyl phosphite tri(octadecyl)phosphite C(CCCCCCCCCCCCCCCCC)OP(OCCCCCCCCCCCCCCCCCC)OCCCCCCCCCCCCCCCCCC.P(OCCCCCC(C)C)(OCCCCCC(C)C)OCCCCCC(C)C